ClC=1C(=C(C=C(C1CO)Cl)O)F 3,5-dichloro-2-fluoro-4-(hydroxymethyl)phenol